C(C)(C)(C)OC(=O)NCCCCCC(=O)NCC1=CC=C(C=C1)C=1SC=C(N1)C(=O)O 2-(4-((6-((tert-butoxycarbonyl)amino)hexanamido)methyl)phenyl)thiazole-4-carboxylic acid